NC1=CC(=C(C=C1)C1=NN(C2=CC=C(C=C12)C(=O)NC1=CC(=C(C=C1)OC)NC(C1=CC=CC=C1)=O)C)C 3-(4-Amino-2-methylphenyl)-N-(3-benzamido-4-methoxyphenyl)-1-methyl-1H-indazole-5-carboxamide